3-Hydroxy-2-methyl-1-(p-tolyl)propan-1-one OCC(C(=O)C1=CC=C(C=C1)C)C